3-((2-cyanoethyl)amino)-4-hydroxybutyronitrile C(#N)CCNC(CC#N)CO